NC1=NC(=C(C=C1C=1C=C2CCNC(C2=CC1)=O)C1=CC=C(C=C1)[C@@]12CN(C[C@H]2C1)C(CN(C)C)=O)F 6-(2-amino-5-(4-((1R,5S)-3-(dimethylglycyl)-3-azabicyclo[3.1.0]hexan-1-yl)phenyl)-6-fluoropyridin-3-yl)-3,4-dihydroisoquinolin-1(2H)-one